(4-cyano-2-hydroxy-6-methyl-phenyl)boronic acid C(#N)C1=CC(=C(C(=C1)C)B(O)O)O